C(C)OCCP(CCOCC)CCP(CCOCC)CCOCC 6,9-bis(2-ethoxyethyl)-3,12-dioxa-6,9-diphospha-tetradecane